2'-(1,4-phenylenedioxy)diethanol C1(=CC=C(C=C1)OCCO)OCCO